CC=1C(=NC=C(C1)C)N1CCN(CC1)C(=O)C1=C(C=C(C=C1)C1(C(NC(N1)=O)=O)CC)C 5-{4-[4-(3,5-dimethylpyridin-2-yl)piperazine-1-carbonyl]-3-methylphenyl}-5-ethylimidazolidine-2,4-dione